8-((6-(((dodecane-2-yloxy)carbonyl)oxy)hexyl)(2-hydroxyethyl)amino)octanoic acid heptadec-9-yl ester CCCCCCCCC(CCCCCCCC)OC(CCCCCCCN(CCO)CCCCCCOC(=O)OC(C)CCCCCCCCCC)=O